NC1=NC2=CC(=C(C=C2C(=N1)O)F)F 2-amino-6,7-difluoroquinazolin-4-ol